2-(2,6-dioxopiperidin-3-yl)-7-methoxy-4,4-dimethylisoquinoline-1,3(2H,4H)-dione O=C1NC(CCC1N1C(C2=CC(=CC=C2C(C1=O)(C)C)OC)=O)=O